P1(=O)(OOCCCC)OCCO1 n-butoxy ethylene phosphate